hydroxy-3'-bromo-biphenyl OC1=C(C=CC=C1)C1=CC(=CC=C1)Br